C(C)(C)OP(=O)(OC(C)C)C1=CC=C(C=C1)CC=1C(=NC=2N(C1N1CCCC1)N=CN2)C 6-[(4-diisopropoxyphosphorylphenyl)methyl]-5-methyl-7-pyrrolidin-1-yl-[1,2,4]triazolo[1,5-a]pyrimidine